C1(=CC=CC=C1)P(C1=CC=CC=C1)C(=O)O diphenylphosphinocarboxylic acid